ClC1=NC2=C(C(=CC=C2C(=N1)N1C(COCCC1)=O)C1=CC(=CC2=CC=CC=C12)OCOC)C 4-[2-chloro-7-[3-(methoxymethoxy)-1-naphthyl]-8-methyl-quinazolin-4-yl]-1,4-oxaazepan-3-one